N-[2-(4-Chlorophenoxy)ethyl]-1-(3-phenoxypropanoyl)piperidin-4-carboxamid ClC1=CC=C(OCCNC(=O)C2CCN(CC2)C(CCOC2=CC=CC=C2)=O)C=C1